1-(6-chloro-2-methoxyquinolin-3-yl)-2-(2,6-diethoxypyridin-4-yl)-4-(dimethylamino)-1-(2-fluoro-3-methoxyphenyl)butan-2-ol ClC=1C=C2C=C(C(=NC2=CC1)OC)C(C(CCN(C)C)(O)C1=CC(=NC(=C1)OCC)OCC)C1=C(C(=CC=C1)OC)F